BrC1=CC=C(C=C1)C(CC(=O)O)(C)C 3-(4-bromophenyl)-3-methylbutanoic acid